benzyl (4-methylpiperidin-4-yl)carbamate CC1(CCNCC1)NC(OCC1=CC=CC=C1)=O